(4-bromophenyl)-10H-phenothiazine BrC1=CC=C(C=C1)C1=CC=CC=2SC3=CC=CC=C3NC12